C(C1=CC=CC=C1)OCC1=NN(C(N1CC)=O)C1=NC=2C(=CN(C(C2C=C1F)=O)C1=C(C=CC=C1)C(F)(F)F)C(C)C 2-(3-((benzyloxy)methyl)-4-ethyl-5-oxo-4,5-dihydro-1H-1,2,4-triazol-1-yl)-3-fluoro-8-isopropyl-6-(2-(trifluoromethyl)phenyl)-1,6-naphthyridin-5(6H)-one